2-{[8-Bromo-2-(morpholin-4-yl)pyrazolo[1,5-a][1,3,5]triazin-4-yl]amino}acethydrazide BrC=1C=NN2C1N=C(N=C2NCC(=O)NN)N2CCOCC2